vinylhypophosphite C(=C)P(=O)[O-]